[Si](C)(C)(C(C)(C)C)OCCOC1=C2C(=NC(N(C2=CC=C1Cl)C)=O)N1CCOCC2=C1C=CC=C2C2CC2 (2-((tert-butyldimethylsilyl)oxy)ethoxy)-6-chloro-4-(6-cyclopropyl-2,3-dihydrobenzo[e][1,4]oxazepin-1(5H)-yl)-1-methylquinazolin-2(1H)-one